acetyl-propylNickel europium (III) triisopropoxide CC([O-])C.CC([O-])C.CC([O-])C.[Eu+3].C(C)(=O)[Ni]CCC